FC1=C2C(C=C(NC2=CC(=C1I)F)C=1C=C(C#N)C=CC1S(=O)(=O)CC)=O 3-(5,7-difluoro-6-iodo-4-oxo-1,4-dihydroquinolin-2-yl)-4-(ethylsulfonyl)benzonitrile